[Si](C)(C)(C(C)(C)C)O[C@H]1[C@H]([C@@H](O[C@]1(C=O)CO[Si](C)(C)C(C)(C)C)C1=CSC2=C1N=CN=C2C2=C(C(=O)N)C=CC=C2)F (7-((2S,3S,4R,5R)-4-((tert-butyldimethylsilyl)oxy)-5-(((tert-butyldimethylsilyl)oxy)methyl)-3-fluoro-5-formyltetrahydrofuran-2-yl)thieno[3,2-d]pyrimidin-4-yl)benzamide